C(C)(C)(C)OC(COC1=C(SC(=C1Cl)C1=CC(=CC=C1)NC1CCN(C2(CC2)C1)S(=O)(=O)CC1=CC(=CC=C1)[N+](=O)[O-])C(=O)OC(C)(C)C)=O tert-butyl 3-(2-(tert-butoxy)-2-oxoethoxy)-4-chloro-5-(3-((4-((3-nitrobenzyl)sulfonyl)-4-azaspiro[2.5]octan-7-yl)amino)phenyl)thiophene-2-carboxylate